O.[Cl-].C(CCCCCCCCCCCCC)[NH+](CC1=CC=CC=C1)C N-tetradecylmethylbenzyl-ammonium chloride monohydrate